(S)-N-(4-(1-methoxyethyl)-6-methyl-1,5-naphthyridin-3-yl)-N'-(6-(2H-1,2,3-triazole-2-yl)-5-(trifluoromethyl)pyridin-3-yl)urea CO[C@@H](C)C1=C(C=NC2=CC=C(N=C12)C)NC(=O)NC=1C=NC(=C(C1)C(F)(F)F)N1N=CC=N1